FC1=C(C=CC=C1)C1=NC(=NO1)C=1C=C(C(=O)O)C=CC1 3-[5-(2-fluoro-phenyl)-[1,2,4]oxadiazol-3-yl]benzoic acid